4-cyano(thiobenzoyl)sulfanylpentanoic acid C(#N)C(CC(C(=O)O)SC(C1=CC=CC=C1)=S)C